NC=1N=C(SC1C(C1=CC=C(C=C1)OCC(=O)NCC1=C(C=CC=C1)OC)=O)N(C1=CC=C(C=C1)F)C(C(=O)N)C (N-[4-amino-5-[4-[2-[(2-methoxyphenyl)methylamino]-2-oxo-ethoxy]benzoyl]thiazol-2-yl]-4-fluoro-anilino)propanamide